[N+](=O)([O-])C1=CC=C(OC(=O)O[C@H]2C[C@H](CC2)C2=CC(=NN2)NC(OCC2=CC=CC=C2)=O)C=C1 cis-benzyl (5-(3-(((4-nitrophenoxy)carbonyl)oxy)cyclopentyl)-1H-pyrazol-3-yl)carbamate